Cl.ClC=1N=C(C2=C(N1)CNC2)Cl 2,4-dichloro-6,7-dihydro-5H-pyrrolo[3,4-d]pyrimidine hydrochloride